C(C1=CC=C(C=C1)C(C(C)(C)O)=O)C1=CC=C(C=C1)C(C(C)(O)C)=O 1'-(methylenebis-4,1-phenylene)bis[2-hydroxy-2-methyl-1-propanone]